FC=1C=C(CC2=NC3=C(N2C2CCC(CC2)OC)C=CC(=C3)C=3C(=NOC3C)C)C=C(C1)C 4-(2-(3-fluoro-5-methylbenzyl)-1-((1r,4r)-4-methoxycyclohexyl)-1H-benzo[d]imidazol-5-yl)-3,5-dimethylisoxazole